O[C@H](CO)C1=CC(=CC=N1)C1=CC=C(C=C1)OC1=CC(=CC=C1)OC(F)(F)F 6-((S)-1,2-Dihydroxyethyl)-4-[4-(3-trifluoromethoxyphenoxy)phenyl]pyridin